monomethyl-furandicarboxylic acid CC=1C(=C(OC1)C(=O)O)C(=O)O